2,2-dimethyl-1,3-propylene glycol carbonate C(O)(=O)OCC(CO)(C)C